N1(C=NC=C1)C1=CC2=C(NC(OC2=O)=O)C=C1 6-(1H-imidazol-1-yl)-2H-benzo[d][1,3]oxazine-2,4(1H)-dione